OCCNCCCCCCC(=O)OCCCCC\C=C/CC (Z)-non-6-en-1-yl 7-((2-hydroxyethyl)amino)heptanoate